dihydro-1-beta-D-ribofuranosyl-3-pyridinecarboxamide [C@@H]1([C@H](O)[C@H](O)[C@H](O1)CO)N1CC(CC=C1)C(=O)N